C1(=CC=CC=C1)[B-](C1=CC=CC=C1)(C1=CC=CC=C1)C1=CC=CC=C1.C(C)P(CC)CC triethylphosphine tetra(phenyl)borate salt